CC1=CC=CC2=C1S(C1=C2C=CC=C1C)=S 4,6-dimethyl-dibenzothiophene sulfide